8-(2,2-Dimethylpropyl)-2-({(1S)-1-[4-(pyrrolidin-1-ylmethyl)phenyl]ethyl}amino)pyrido[2,3-d]pyrimidin-7(8H)-on CC(CN1C(C=CC2=C1N=C(N=C2)N[C@@H](C)C2=CC=C(C=C2)CN2CCCC2)=O)(C)C